methyl 2-(2-((1r,4r)-4-(3-(2-(difluoromethoxy)-6-methoxypyridin-3-yl)-1-(2-isopropylphenyl)ureido)cyclohexyl)-1,3-dioxolan-2-yl)acetate FC(OC1=NC(=CC=C1NC(N(C1=C(C=CC=C1)C(C)C)C1CCC(CC1)C1(OCCO1)CC(=O)OC)=O)OC)F